(R)-4-amino-1-(bicyclo[1.1.1]pent-1-yl)-N-(1-(3-(difluoromethyl)-2-fluorophenyl)ethyl)-6-oxo-1,6-dihydropyridine-3-carboxamide NC=1C(=CN(C(C1)=O)C12CC(C1)C2)C(=O)N[C@H](C)C2=C(C(=CC=C2)C(F)F)F